NC1=C(C=CC=C1)NC(CNC(/C(/CC1=CC(=C(C=C1)O)Br)=N/O)=O)=O (E)-N-(2-((2-aminophenyl)amino)-2-oxoethyl)-3-(3-bromo-4-hydroxyphenyl)-2-hydroxyimino-propionamide